1,4-bis-(hydroxyethoxy)benzene OCCOC1=CC=C(C=C1)OCCO